FC1=C(C(=CC=C1)C)C1=NC2=CN=CC=C2C(=C1)NC1CCN(CC1)C 2-(2-Fluoro-6-methyl-phenyl)-N-(1-methyl-4-piperidyl)-1,7-naphthyridin-4-amine